Cl.NC1=CC=C(C=N1)C1=CC=C2C(=CC=NC2=C1)OC1=CC=C(C=C1)NC(=O)C1(CC1)C(=O)NC1=CC=C(C=C1)F 1-N-[4-[7-(6-aminopyridin-3-yl)quinolin-4-yl]oxyphenyl]-1-N'-(4-fluorophenyl)cyclopropane-1,1-dicarboxamide hydrochloride